5-(1-(aminooxy)ethyl)-3-bromopyridin-2(1H)-one NOC(C)C=1C=C(C(NC1)=O)Br